15-(3-hexylnonyl) 1-undecyl 7-aminopentadecanedioate NC(CCCCCC(=O)OCCCCCCCCCCC)CCCCCCCC(=O)OCCC(CCCCCC)CCCCCC